(S)-5-amino-3-(4-((5-fluoro-2-methoxybenzamido)methyl)phenyl)-1-(1,1,1-tri-fluoropropane-2-yl)-1H-pyrazole-4-carboxamide NC1=C(C(=NN1[C@H](C(F)(F)F)C)C1=CC=C(C=C1)CNC(C1=C(C=CC(=C1)F)OC)=O)C(=O)N